9-(5-methylpyridin-2-yl)-2-morpholino-9H-purin-6-ol CC=1C=CC(=NC1)N1C2=NC(=NC(=C2N=C1)O)N1CCOCC1